4-methyl-N-(6-(1-methyl-1H-1,2,3-triazol-4-yl)isoquinolin-3-yl)piperazine-1-carboxamide CN1CCN(CC1)C(=O)NC=1N=CC2=CC=C(C=C2C1)C=1N=NN(C1)C